C(#C)C1=CC=C(C=C1)[C@H](C)NC(=O)[C@H]1N(C[C@@H](C1)O)C([C@@H](C(CC(=O)OC(C)(C)C)(C)C)NC(=O)OC1=CC=CC=C1)=O tert-butyl (4R)-5-[(2S,4R)-2-[[(1S)-1-(4-ethynylphenyl) ethyl] carbamoyl]-4-hydroxy-pyrrolidin-1-yl]-3,3-dimethyl-5-oxo-4-(phenoxycarbonylamino)pentanoate